(R)-6-fluoro-5-(2-(5-fluoro-2-methoxypyridin-3-yl)pyrrolin-1-yl)-3-(4-methyl-1H-imidazol-5-yl)pyrazolo[1,5-a]pyrimidine FC=1C(=NC=2N(C1)N=CC2C2=C(N=CN2)C)N2C(=CCC2)C=2C(=NC=C(C2)F)OC